1,1'-(heptane-1,7-diyl)bis{4-[(E)-4-(diethylamino)styryl]-3-methylpyridin-1-ium} dibromide [Br-].[Br-].C(CCCCCC[N+]1=CC(=C(C=C1)\C=C\C1=CC=C(C=C1)N(CC)CC)C)[N+]1=CC(=C(C=C1)\C=C\C1=CC=C(C=C1)N(CC)CC)C